CN(CCNC)C N,N,N'-Trimethylethylendiamine